C(CCC)C1=NC2(C(N1CC1=CC(=C(C=C1)C=1C(=CC=CC1)S(=O)(=O)NC=1NOC(N1)=O)COCC)=O)CCCC2 4'-((2-Butyl-4-oxo-1,3-diazaspiro[4.4]non-1-en-3-yl)methyl)-2'-(ethoxymethyl)-N-(5-Oxo-2,5-dihydro-1,2,4-oxadiazol-3-yl)-[1,1'-biphenyl]-2-sulfonamide